C1(=CC=CC=C1)C1=CC(=C(C=C1)O)CC1=C(C=CC(=C1)C1=CC=CC=C1)O 4,4'-diphenyl-methylenebisphenol